Cl.N1=CC(=CC=C1)C1=NC(=CC(=N1)NC1=NC=CC(=C1)OC(F)(F)F)N1CC2(C1)CNCC2 2-(pyridin-3-yl)-6-(2,6-diazaspiro[3.4]oct-2-yl)-N-(4-(trifluoromethoxy)pyridin-2-yl)pyrimidin-4-amine hydrochloride